FC(C(=O)O)(F)F.NCC(CC=1N(C(NN1)=O)C1=CC(=C(C=C1)F)F)=C(F)F [2-(aminomethyl)-3,3-difluoro-allyl]-4-(3,4-difluorophenyl)-1,2,4-triazol-3-one trifluoroacetate salt